ClC1=NC(=CC(=N1)C(=O)OC)C1CCOCC1 Methyl 2-chloro-6-(tetrahydro-2H-pyran-4-yl)pyrimidine-4-carboxylate